CN1CCN(CCC1=O)CCOC1=CC=2N(C=C1)C(=CN2)C2=NC=NC(=C2)NCC2=CC=C(C=C2)C=2C=NN(C2)C 4-methyl-1-[2-(3-{6-[4-(1-methyl-1H-pyrazol-4-yl)-benzylamino]-pyrimidin-4-yl}-imidazo[1,2-a]pyridin-7-yloxy)-ethyl]-[1,4]diazepan-5-one